C(C)(C)(C)C1=NOC(=N1)C(=O)NCC1=C(C=C(C=C1)C1=NC=NN2C1=CC(=C2)C2CCOCC2)C 3-(tert-butyl)-N-(2-methyl-4-(6-(tetrahydro-2H-pyran-4-yl)pyrrolo[2,1-f][1,2,4]triazin-4-yl)benzyl)-1,2,4-oxadiazole-5-carboxamide